Cl\C(=C/C=C/C1(SCCCS1)C1=CC=C(C=C1)OC)\C1=CC=C(C=C1)C(F)(F)F 2-((1E,3Z)-4-chloro-4-(4-(trifluoromethyl)phenyl)buta-1,3-dien-1-yl)-2-(4-methoxyphenyl)-1,3-dithiane